ClC1=NC=C(C(=C1)NC1=C(C(=CC=C1)C1=NN(C=N1)C)OC)S(=O)C 2-Chloro-N-(2-methoxy-3-(1-methyl-1H-1,2,4-triazol-3-yl)phenyl)-5-(methylsulfinyl)pyridin-4-amine